C1C2CC3CC1CC(C2)(C3)S(=O)(=O)[O-] adamantanesulfonic acid